ClC=1C=C(C=C(C1)F)[C@H]1OCCN2C1=NC(=N2)NC2[C@H]1CN(C[C@@H]2CC1)C1=CC(=NC=C1)OC (8R)-8-(3-chloro-5-fluoro-phenyl)-N-[(1R,5S)-3-(2-methoxy-4-pyridinyl)-3-azabicyclo[3.2.1]oct-8-yl]-6,8-dihydro-5H-[1,2,4]triazolo[5,1-c][1,4]oxazin-2-amine